(S)-3-phenyl-2,3,4,8,9,10-hexahydropyrano[2,3-f]chromene C1(=CC=CC=C1)[C@@H]1CC=2C(=C3CCCOC3=CC2)OC1